6-(4-chlorophenyl)-N-(2-(piperazin-1-yl)ethyl)-2-(pyridin-3-yl)pyrimidin-4-amine ClC1=CC=C(C=C1)C1=CC(=NC(=N1)C=1C=NC=CC1)NCCN1CCNCC1